N[C@@H](CC(=O)N[C@@H](CCC(=O)O)C(=O)O)C(=O)O L-β-aspartyl-L-glutamic acid